C(C1=CC=CC=C1)C1=CC=CC2=C1N=C(N2)\C=C\C2=C(C(=CC=C2)N)Cl (E)-7-benzyl-2-(2-chloro-3-aminostyryl)benzimidazole